FC1=C(CC2=NC=3C(=NC(=CC3)C(=O)O)N2C[C@H]2OCC2)C=C(C(=C1)C1=NC(=CC=C1)OCC1=NC=C(C=C1)F)F (S)-2-(2,5-difluoro-4-(6-((5-fluoropyridin-2-yl)methoxy)pyridin-2-yl)benzyl)-3-(oxetan-2-ylmethyl)-3H-imidazo[4,5-b]pyridine-5-carboxylic acid